BrC=1C=C2C(=NC=NC2=CC1)N1CC2(C1)CCN(CC2)C(=O)[O-] 2-(6-bromoquinazolin-4-yl)-2,7-diazaspiro[3.5]nonane-7-carboxylate